C(CCCCCCC(=O)[O-])(=O)N suberamidate